2-(tert-butyl)-N-(2'-(4,4-difluorocyclohexyl)-2,5-difluoro-[3,4'-bipyridyl]-3'-yl)pyrimidine-5-carboxamide C(C)(C)(C)C1=NC=C(C=N1)C(=O)NC=1C(=NC=CC1C=1C(=NC=C(C1)F)F)C1CCC(CC1)(F)F